C(=C)C=1C=C(C=CC1)S(=O)(=O)O 3-vinyl-benzenesulfonic acid